methyl (2E)-3-chloroacrylate Cl/C=C/C(=O)OC